(2R,5S)-4-(7-cyclohexyl-5-formyl-7H-pyrrolo[2,3-d]pyrimidin-4-yl)-2,5-dimethylpiperazine-1-carboxylic acid tert-butyl ester C(C)(C)(C)OC(=O)N1[C@@H](CN([C@H](C1)C)C=1C2=C(N=CN1)N(C=C2C=O)C2CCCCC2)C